titanium-vanadium oxide [O-2].[V+5].[Ti+4]